N,N-bis(2-methoxyethyl)-1-methyl-5-(4-(5-(trifluoromethyl)-1,2,4-oxadiazol-3-yl)pyridin-2-yl)-1H-pyrrolo[2,3-c]pyridine-2-carboxamide COCCN(C(=O)C1=CC=2C(=CN=C(C2)C2=NC=CC(=C2)C2=NOC(=N2)C(F)(F)F)N1C)CCOC